1-(2-aminobenzo[d]thiazol-7-yl)-N-(5-cyano-6-(2H-1,2,3-triazol-2-yl)pyridin-3-yl)-5-(trifluoromethyl)-1H-pyrazole-4-carboxamide NC=1SC2=C(N1)C=CC=C2N2N=CC(=C2C(F)(F)F)C(=O)NC=2C=NC(=C(C2)C#N)N2N=CC=N2